(S)-2-(3-methyl-2,6-dioxopiperidin-3-yl)-1-oxoisoindoline-5-carbonitrile C[C@]1(C(NC(CC1)=O)=O)N1C(C2=CC=C(C=C2C1)C#N)=O